Cl.ClC=1C=C(CC2CCNCC2)C=CC1Cl 4-(3,4-dichlorobenzyl)piperidine hydrochloride